2-(tert-butyl) 3-ethyl 8-hydroxy-2-azaspiro[4.5]decane-2,3-dicarboxylate OC1CCC2(CC(N(C2)C(=O)OC(C)(C)C)C(=O)OCC)CC1